1-(2-hydroxy-5-bromophenyl)prop-2-en-1-one OC1=C(C=C(C=C1)Br)C(C=C)=O